CNC(C)C1=C(CN(C(C(C)(C)C)=O)CC(NC=2C=C3CC4(C(NC5=NC=CC=C54)=O)CC3=CC2)=O)C=CC=C1 N-(2-(1-(Methylamino)ethyl)benzyl)-N-(2-oxo-2-((2'-oxo-1,1',2',3-tetrahydrospiro[indene-2,3'-pyrrolo[2,3-b]pyridin]-5-yl)amino)ethyl)pivalamide